ClC[C@H](CN1C(=NC=C1[N+](=O)[O-])C)O (S)-(-)-1-(3-chloro-2-hydroxypropyl)-2-methyl-5-nitroimidazole